COC(=O)C1=C(CCC(C1)(F)F)O 5,5-difluoro-2-hydroxycyclohex-1-ene-1-carboxylic acid methyl ester